2,4,6-tris(2-hydroxy-3-methyl-4-benziloxyphenyl)-1,3,5-triazine OC1=C(C=CC(=C1C)OC(C(O)(C1=CC=CC=C1)C1=CC=CC=C1)=O)C1=NC(=NC(=N1)C1=C(C(=C(C=C1)OC(C(O)(C1=CC=CC=C1)C1=CC=CC=C1)=O)C)O)C1=C(C(=C(C=C1)OC(C(O)(C1=CC=CC=C1)C1=CC=CC=C1)=O)C)O